ClC1=NC=NC2=CC(=C(C=C12)OC)OCCOC 4-chloro-6-methoxy-7-(2-methoxyethoxy)quinazoline